O1C(=CC=C1)CNC(C)(C)C N-(furan-2-ylmethyl)-2-methylpropan-2-amine